ClC1=CC=C(C=C1)C1=NCC2=NN=C(N2C=2SC=3CC(CC3C12)C(=O)OC)C methyl 9-(4-chlorophenyl)-3-methyl-16-thia-2,4,5,8-tetraazatetracyclo[8.6.0.02,6.011,15]hexadeca-1(10),3,5,8,11(15)-pentaene-13-carboxylate